ClC1=C(C(=C(C(=O)N2CC=3C(=NN4C3C(N(C[C@H]4C)C(C)C=4C=NC(=CC4)C(C)(C)O)=O)C[C@H]2C)C=C1)F)F (3R,7R)-2-(4-chloro-2,3-difluorobenzoyl)-9-(1-(6-(2-hydroxypropan-2-yl)pyridin-3-yl)ethyl)-3,7-dimethyl-1,2,3,4,8,9-hexahydropyrido[4',3':3,4]pyrazolo[1,5-a]pyrazin-10(7H)-one